N-((2-chloro-3-fluorophenyl)(cyclopropyl)meth-yl)-2-(2,6-dioxopiperidin-3-yl)-1-oxoisoindoline-5-carboxamide ClC1=C(C=CC=C1F)C(NC(=O)C=1C=C2CN(C(C2=CC1)=O)C1C(NC(CC1)=O)=O)C1CC1